3-oxobutanoic acid [2-(hydroxymethyl)-3-(3-oxobutanoyloxy)-2-(3-oxobutanoyloxymethyl) propyl] ester OCC(COC(CC(C)=O)=O)(COC(CC(C)=O)=O)COC(CC(C)=O)=O